N1(CCC2(CC1)OC1=CC=CC=C1CC2)C(=O)N spiro[chromane-2,4'-piperidine]-1'-carboxamide